indazole N-oxide [N+]=1(NC=C2C=CC=CC12)[O-]